N1(CCCC1)CCCCOC1=CC=C(C=O)C=C1 4-(4-(pyrrolidin-1-yl)butoxy)benzaldehyde